C(C)N(CC)CC1=CC=C(C(=O)N(C2CNCC2)CCC2=C(C=CC=C2)OC)C=C1 4-((diethylamino)methyl)-N-(2-methoxyphenethyl)-N-(pyrrolidin-3-yl)benzamide